7-{3-[(cyclopentylmethyl)carbamoyl]azetidin-1-yl}-5-methyl-4-oxo-1-(1,3-thiazol-2-yl)-1,4-dihydro-1,8-naphthyridine-3-carboxylic acid C1(CCCC1)CNC(=O)C1CN(C1)C1=CC(=C2C(C(=CN(C2=N1)C=1SC=CN1)C(=O)O)=O)C